FC1=CC=2C3(C4=CC(=C(C=C4OC2C=C1O)O)F)OC(C1=CC=CC=C13)=O 2',7'-Difluoro-3',6'-dihydroxy-3H-spiro[isobenzofuran-1,9'-xanthen]-3-one